C(OC(C(CCCC)CC)OOC(C)(C)CC)([O-])=O tert-amylperoxy-2-ethylhexyl monocarbonate